ON1C(=CC=CC1=O)C(=O)N 1,6-dihydro-1-hydroxy-6-oxo-2-pyridinecarboxamide